CC(C)(C)OC(=O)C[C@H](C(=O)O)N D-aspartic acid beta-tert-butyl ester